methyl 1-((2-hydroxynaphthalen-1-yl) methyl)-2-naphthoate OC1=C(C2=CC=CC=C2C=C1)CC1=C(C=CC2=CC=CC=C12)C(=O)OC